C12CN(CC2C1)C1=CC=C(C=C1)NC(C1=CC(=C(C(=C1)C=O)O)F)=O N-(4-(3-azabicyclo[3.1.0]hexan-3-yl)phenyl)-3-fluoro-5-formyl-4-hydroxybenzamide